BrC=1C=C(C=CC1OC)NC(=O)C=1C=C2C(=NN(C2=CC1)C)C=1N(C2=CC=CC=C2C1)C N-(3-Bromo-4-methoxyphenyl)-1-methyl-3-(1-methyl-1H-indol-2-yl)-1H-indazole-5-carboxamide